ClC=1N=C(NC1[C@H]1[C@H](CN(CC1)S(=O)(=O)CCC(=O)N1CCC(CC1)OC)C)C1=NC=C(C=C1)F 3-[[(3R,4R)-4-[4-Chloro-2-(5-fluoro-2-pyridyl)-1H-imidazol-5-yl]-3-methyl-1-piperidyl]sulfonyl]-1-(4-methoxy-1-piperidyl)propan-1-one